C(C(O)CO)C(=O)[C@H](O)[C@@](O)([C@H](O)[C@H](O)CO)C glyceryl-3-methylglucose